5-[3-bromo-5-(2-methylprop-1-en-1-yl)pyrazol-1-yl]-2-(difluoromethoxy)pyridine BrC1=NN(C(=C1)C=C(C)C)C=1C=CC(=NC1)OC(F)F